N1(N=CC=C1)CC1=CC2=C(C(=NO2)N)C(=C1OC)C 6-((1H-pyrazol-1-yl)methyl)-5-methoxy-4-methylbenzo[d]isoxazole-3-amine